FC=1C=C(C=C(C1)C)[C@@H]1OCC2=CC(=CC=C2[C@@H]1C1=CC=C(C=C1)N1CCC(CC1)C=O)O 1-(4-((3R,4S)-3-(3-fluoro-5-methylphenyl)-7-hydroxyisochroman-4-yl)phenyl)piperidine-4-carbaldehyde